(R)-1-(4-ethoxy-5-fluoropyridin-2-yl) ethylmethanesulfonate C(C)CS(=O)(=O)OC1=NC=C(C(=C1)OCC)F